NC1=C(C=C2C(C=C(OC2=C1N)C1=NC=CC=C1)=O)F 7,8-diamino-6-fluoro-2-(pyridin-2-yl)-4H-chromen-4-one